methyl 1-methyl-4-vinyl-pyrrolo[2,3-b]pyridine-6-carboxylate CN1C=CC=2C1=NC(=CC2C=C)C(=O)OC